C1(CCCCC1)N.C(C1=CC=CC=C1)ON1[C@@H]2CC[C@H](N(C1=O)C2)C(=O)O (2S,5R)-6-(Benzyloxy)-7-oxo-1,6-diazabicyclo[3.2.1]octane-2-carboxylic Acid Cyclohexylamine Salt